3-(5-ethyl-2-methylsulfanyl-pyrimidin-4-yl)-1-trityl-pyrazolo[3,4-b]pyridine C(C)C=1C(=NC(=NC1)SC)C1=NN(C2=NC=CC=C21)C(C2=CC=CC=C2)(C2=CC=CC=C2)C2=CC=CC=C2